BrC1=CC(=C(C=C1)C(C(=O)O)C(F)F)F 4-bromo-β,β,2-trifluoro-phenylpropionic acid